P(=O)([O-])([O-])[O-].[Sb+3] antimony(III) phosphate